Phenylenebenzobisoxazole di-(isopropylheptyl)adipate C(C)(C)C(CCCCCC)OC(CCCCC(=O)OC(CCCCCC)C(C)C)=O.C1(=C(C=CC=C1)C=1OC2=C(N1)C=CC=C2)C=2OC1=C(N2)C=CC=C1